C1=C([C@@H]([C@H]([C@H]([C@@H]1Cl)Cl)Cl)Cl)Cl The molecule is a chlorocyclohexene that is cyclohexene which carries 5 chlorines at positions 1,3,4,5 and 6, respectively. It has (3R,4S,5S,6R) configuration. It is an enantiomer of a (3S,4R,5R,6S)-1,3,4,5,6-pentachlorocyclohexene.